C(C)(C)(C)OC(=O)N[C@H]1CCC([C@@H](N(C1)C(=O)OCC1=CC=CC=C1)C)=C benzyl (2S,6S)-6-((tert-butoxycarbonyl) amino)-2-methyl-3-methyleneazepane-1-carboxylate